FC1=NC(=C(C(=C1F)N1[C@@H](CCC1)C(=O)OC(C)(C)C)F)F tert-butyl (2S)-1-(2,3,5,6-tetrafluoropyridin-4-yl)pyrrolidine-2-carboxylate